[(3aR,4R,6R,6aR)-4-cyano-4-[4-[(Z)-dimethylaminomethyleneamino]pyrrolo[2,1-f][1,2,4]triazin-7-yl]-2,2-dimethyl-6,6a-dihydro-3aH-furo[3,4-d][1,3]dioxol-6-yl]methyl methyl carbonate C(OC[C@H]1O[C@]([C@H]2[C@@H]1OC(O2)(C)C)(C2=CC=C1C(=NC=NN12)\N=C/N(C)C)C#N)(OC)=O